C(CC)OC(C(F)(F)F)(C(F)(F)F)C(F)(F)F propoxy-1,1,1,3,3,3-hexafluoro-2-(trifluoromethyl)propane